6-hydroxy-3-methoxy-5-nitrobenzaldehyde OC1=C(C=C(C=C1C=O)OC)[N+](=O)[O-]